C(C)(=O)C1=C2CCN(C(C2=CC(=C1)CCN(C)CC)=O)C(C)C1=NC=C(C#N)C(=C1)OCC 6-(1-(5-acetyl-7-(2-(ethyl(methyl)amino)ethyl)-1-oxo-3,4-dihydroisoquinolin-2(1H)-yl)ethyl)-4-ethoxynicotinonitrile